i-octyl thioglycolate C(CS)(=O)OCCCCCC(C)C